methyl 3-(2-bromo-4-fluorophenyl)-2,2-dimethylbut-3-enoate BrC1=C(C=CC(=C1)F)C(C(C(=O)OC)(C)C)=C